3-(3-((6-(2-phenylpyrrolidin-1-yl)pyridin-3-yl)methyl)isoxazol-5-yl)pyridin-2-amine C1(=CC=CC=C1)C1N(CCC1)C1=CC=C(C=N1)CC1=NOC(=C1)C=1C(=NC=CC1)N